ClC1=CC=C2C=CN=C(C2=C1)OCCCN1CCOCC1 4-(3-((7-chloroisoquinolin-1-yl)oxy)propyl)morpholine